N-(5-cyano-3-fluorothiophen-2-yl)-5-phenyl-1H-pyrrole-3-sulfonamide C(#N)C1=CC(=C(S1)NS(=O)(=O)C1=CNC(=C1)C1=CC=CC=C1)F